N-(5-amino-2-methylpyridin-3-yl)-6-(1-methyl-1H-pyrazol-4-yl)benzo[d]isoxazole-3-carboxamide NC=1C=C(C(=NC1)C)NC(=O)C1=NOC2=C1C=CC(=C2)C=2C=NN(C2)C